4,5-dimethoxy-3,6-dimercaptocatechol COC=1C(=C(C(O)=C(C1OC)S)O)S